tridecyl trimellitate C(C=1C(C(=O)[O-])=CC(C(=O)[O-])=CC1)(=O)OCCCCCCCCCCCCC